ClC1=C(C=CC=C1)[C@H]([C@@H](C)C=1N(C(C(=C(N1)C(=O)NC=1C=NOC1)O)=O)C)C=1C=NN(C1)CC(C)(C)O 2-((1r,2r)-1-(2-chlorophenyl)-1-(1-(2-hydroxy-2-methylpropyl)-1H-pyrazol-4-yl)propan-2-yl)-5-hydroxy-N-(isoxazol-4-yl)-1-methyl-6-oxo-1,6-dihydropyrimidine-4-carboxamide